BrC=1C(NC2=CC(=NC=C2C1)Cl)=O 3-bromo-7-chloro-1H-1,6-naphthyridin-2-one